N-(4-(3-azabicyclo[4.1.0]heptan-3-yl)-3,5-difluorophenyl)-2-(3,3-diethylazetidin-1-yl)-5-(2,2,2-trifluoroethyl)oxazole-4-carboxamide C12CN(CCC2C1)C1=C(C=C(C=C1F)NC(=O)C=1N=C(OC1CC(F)(F)F)N1CC(C1)(CC)CC)F